methyl (2RS)-2-(6-methoxyindazol-2-yl)-2-phenyl-acetate COC=1C=CC2=CN(N=C2C1)[C@@H](C(=O)OC)C1=CC=CC=C1 |r|